O1-tert-butyl O3-methyl (3R)-4-(6-chloro-2-methylsulfanyl-5-nitro-pyrimidin-4-yl)piperazine-1,3-dicarboxylate ClC1=C(C(=NC(=N1)SC)N1[C@H](CN(CC1)C(=O)OC(C)(C)C)C(=O)OC)[N+](=O)[O-]